(2R)-2-(tert-Butoxycarbonylamino)-5-[7-fluoro-1-oxo-6-[5-(trifluoromethyl)pyrimidin-2-yl]-2-isoquinolinyl]pentanoic acid C(C)(C)(C)OC(=O)N[C@@H](C(=O)O)CCCN1C(C2=CC(=C(C=C2C=C1)C1=NC=C(C=N1)C(F)(F)F)F)=O